C(C1=CC=CC=C1)N(CCC(=O)N[C@@H](CCC(=O)O)C(=O)O)CC1=CC=CC=C1.FC(C(=O)O)(F)F Trifluoroacetic acid-dibenzyl-beta-alanyl-L-glutamate salt